Cl.NCC1=CC=C(S1)C(CSC=1C2=C(N=C(N1)C)N=CC(=C2)F)=O 1-(5-(aminomethyl)thiophen-2-yl)-2-((6-fluoro-2-methylpyrido[2,3-d]pyrimidin-4-yl)thio)ethan-1-one hydrochloride